C(C)(C)[C@@H]1CCC=C(C1)CC(C(=O)OCC)C ethyl 3-[(5R)-5-isopropyl-1-cyclohexen-1-yl]-2-methylpropanoate